C(C1=CC=CC=C1)N1N=C(C(=C1Cl)CCN[C@@H]1C(N(C=2C=C3C=NN(C3=CC2OC1)COCC[Si](C)(C)C)C)=O)C(=O)[O-] (S)-1-benzyl-5-chloro-4-(2-((5-methyl-6-oxo-1-((2-(trimethylsilyl) ethoxy) methyl)-5,6,7,8-tetrahydro-1H-[1,4]oxazepino[3,2-f]indazol-7-yl) amino) ethyl)-1H-pyrazole-3-carboxylate